3-Methyloxetan-3-yl 5-(3-(2-methoxypyridin-3-yl) pyrazolo[1,5-a]pyrimidin-5-yl)-2,5-diazabicyclo[4.1.0]heptane-2-carboxylate COC1=NC=CC=C1C=1C=NN2C1N=C(C=C2)N2CCN(C1CC21)C(=O)OC2(COC2)C